2-({4-[2-(4-Cyano-2-fluorophenyl)-2-methyl-1,3-benzodioxol-4-yl]piperidin-1-yl}methyl)-1-(1,3-oxazol-2-ylmethyl)-1H-benzimidazole-6-carboxylic acid C(#N)C1=CC(=C(C=C1)C1(OC2=C(O1)C=CC=C2C2CCN(CC2)CC2=NC1=C(N2CC=2OC=CN2)C=C(C=C1)C(=O)O)C)F